3-[4-[[4-chloro-3-(2,2-difluoro-1,3-benzodioxol-4-yl)-5-methyl-pyrazol-1-yl]methyl]phenyl]-5-(trifluoromethyl)-1,2,4-oxadiazole ClC=1C(=NN(C1C)CC1=CC=C(C=C1)C1=NOC(=N1)C(F)(F)F)C1=CC=CC=2OC(OC21)(F)F